tert-butyl (S)-4-((3-(3-(4-methoxybenzyl)-2,4-dioxotetrahydropyrimidin-1(2H)-yl) pyrazolo[1,5-a]pyridin-5-yl) methyl)-2-methylpiperazine-1-carboxylate COC1=CC=C(CN2C(N(CCC2=O)C=2C=NN3C2C=C(C=C3)CN3C[C@@H](N(CC3)C(=O)OC(C)(C)C)C)=O)C=C1